1-amino-4-(4-((4-bromopyridin-2-yl)carbamoyl)phenyl)-2-(1-(but-2-ynoyl)piperidin-2-yl)-1H-imidazole NN1C(=NC(=C1)C1=CC=C(C=C1)C(NC1=NC=CC(=C1)Br)=O)C1N(CCCC1)C(C#CC)=O